((2,6-bis((R)-1-cyclopropylethyl)phenyl)carbamoyl)-4-(2-hydroxypropan-2-yl)furan-2-sulfonamide C1(CC1)[C@@H](C)C1=C(C(=CC=C1)[C@H](C)C1CC1)NC(=O)C1=C(OC=C1C(C)(C)O)S(=O)(=O)N